FC1=NC=CC(=C1)NC=1C=NC=2CCN(CC2C1)C=1C(=CC=2N(N1)C(C=CN2)=O)C 7-(3-((2-fluoropyridin-4-yl)amino)-7,8-dihydro-1,6-naphthyridin-6(5H)-yl)-8-methyl-4H-pyrimido[1,2-b]pyridazin-4-one